3-(carbonyl-methoxy)propyl-dimethyl-methoxysilane C(=O)=COCCC[Si](OC)(C)C